n-tetradecyl-ammonia C(CCCCCCCCCCCCC)N